Benzyl (S)-4-(5-(5-Bromo-3-(3-((Tert-Butyldiphenylsilyl)oxy)-2,2-Dimethylpropyl)-1-Ethyl-1H-Indol-2-Yl)-6-(1-Methoxyethyl)Pyridin-3-Yl)Piperazine-1-Carboxylate BrC=1C=C2C(=C(N(C2=CC1)CC)C=1C=C(C=NC1[C@H](C)OC)N1CCN(CC1)C(=O)OCC1=CC=CC=C1)CC(CO[Si](C1=CC=CC=C1)(C1=CC=CC=C1)C(C)(C)C)(C)C